2-(4-((7,9-difluoro-2-methyl-5H-pyrido[3,2-b]indol-5-yl)methyl)phenyl)-N-hydroxyacetamide FC=1C=C(C=2C3=C(N(C2C1)CC1=CC=C(C=C1)CC(=O)NO)C=CC(=N3)C)F